ClC=1C=C(C=2CC[C@H](CC2C1)N1[C@@H](C[C@@H](C1)COC1=CC=C(C=C1)S(=O)(=O)CCO)C)C#N (6R)-3-chloro-6-[(2R,4S)-4-{[4-(2-hydroxyethanesulfonyl)phenoxy]methyl}-2-methylpyrrolidin-1-yl]-5,6,7,8-tetrahydronaphthalene-1-carbonitrile